1-(4-cyanophenyl)-N-(2,3-difluoro-4-((3-(2-(((S)-piperidin-3-yl)amino)pyrimidin-4-yl)pyridin-2-yl)oxy)phenyl)ethane-1-sulfonamide C(#N)C1=CC=C(C=C1)C(C)S(=O)(=O)NC1=C(C(=C(C=C1)OC1=NC=CC=C1C1=NC(=NC=C1)N[C@@H]1CNCCC1)F)F